C1(CC1)N1C=C(C(C2=CC(=C(C(=C12)OC)F)F)=O)C(=O)[O-] 1-cyclopropyl-6,7-difluoro-1,4-dihydro-8-methoxy-4-oxoquinoline-3-carboxylate